CP(O[C@H]1O[C@H]([C@@H]([C@@H]1O)O)[N+]1=CC(=CC=C1)C(NCCCCCCBr)=O)([O-])=O ((2R,3S,4R,5R)-5-(3-((6-bromohexyl) carbamoyl) pyridin-1-ium-1-yl)-3,4-dihydroxytetrahydrofuran-2-yl) methylphosphonate